3-(4-fluoro-1-oxo-5-(piperazin-1-yl-2,2,3,3,5,5,6,6-d8)isoindolin-2-yl)piperidine-2,6-dione FC1=C2CN(C(C2=CC=C1N1C(C(NC(C1([2H])[2H])([2H])[2H])([2H])[2H])([2H])[2H])=O)C1C(NC(CC1)=O)=O